COCCN(C)C1=NC(=CC(=N1)C(=O)O)NC1COC1 (2-methoxyethyl(methyl)amino)-6-(oxetan-3-ylamino)pyrimidine-4-carboxylic Acid